C(C)OC(=O)C1CCN(CC1)C1=NC(=CN=C1)CCCOC (6-(3-methoxypropyl)pyrazin-2-yl)piperidine-4-carboxylic acid ethyl ester